3-(2-chloro-3-methyl-5-(4,4,5,5-tetramethyl-1,3,2-dioxaborolan-2-yl)phenyl)oxetan-3-ol ClC1=C(C=C(C=C1C)B1OC(C(O1)(C)C)(C)C)C1(COC1)O